N1=CC(=CC=C1)OCC1=NN=C(O1)C1=NC=C(C=C1N)S(=O)(=O)C1=CC=C(C=C1)OC(F)(F)F 2-(5-{[(pyridin-3-yl)oxy]methyl}-1,3,4-oxadiazol-2-yl)-5-[4-(trifluoromethoxy)benzene-1-sulfonyl]pyridin-3-amine